FC1=C2C=CNC2=C(C=C1)C1=C(N=C(C=2N1N=CC2)N2CCC1(CC2)[C@@H](C=2C(=NC=CC2)C1)N)C (5S)-1'-[7-(4-fluoro-1H-indol-7-yl)-6-methyl-pyrazolo[1,5-a]pyrazin-4-yl]spiro[5,7-dihydrocyclopenta[b]pyridine-6,4'-piperidine]-5-amine